3,4-dideoxy-beta-D-glucopyranose O[C@H]1[C@H](O)CC[C@H](O1)CO